(Z)-4-((2-(4-((6-chloro-7-methyl-1H-indol-3-yl)methylene)-2,5-dioxoimidazolidin-1-yl)-2-(3,4-difluorophenyl)acetamido)methyl)bicyclo[2.2.2]octan-1-yl dihydrophosphate ClC1=CC=C2C(=CNC2=C1C)\C=C\1/NC(N(C1=O)C(C(=O)NCC12CCC(CC1)(CC2)OP(=O)([O-])O)C2=CC(=C(C=C2)F)F)=O